2-(7-methoxy-6-{[1-(prop-2-enoyl)piperidin-4-yl]Oxy}-1,5-naphthyridin-4-yl)-1H,5H,6H,7H-pyrrolo[3,2-c]Pyridin-4-one COC1=C(N=C2C(=CC=NC2=C1)C1=CC=2C(NCCC2N1)=O)OC1CCN(CC1)C(C=C)=O